3,3-diethyl-6-((7-((2-fluoro-4-(oxetane-3-sulfonimidoyl)phenyl)amino)-2,6-naphthyridin-1-yl)ethynyl)indolin-2-one C(C)C1(C(NC2=CC(=CC=C12)C#CC1=NC=CC2=CN=C(C=C12)NC1=C(C=C(C=C1)S(=O)(=N)C1COC1)F)=O)CC